(R)-1'-(2-(5-Amino-3-(2-bromophenyl)-1H-pyrazol-1-yl)acetyl)-6-chloro-5-fluorospiro[benzo[d][1,3]oxazine-4,3'-pyrrolidin]-2(1H)-one NC1=CC(=NN1CC(=O)N1C[C@@]2(CC1)C1=C(NC(O2)=O)C=CC(=C1F)Cl)C1=C(C=CC=C1)Br